FC(C1=NN=C(O1)C1=CC=C(CN2C(N(C3=C2C=C(C(=C3)F)F)C3CCNCC3)=O)C=C1)F 1-(4-(5-(Difluoromethyl)-1,3,4-oxadiazol-2-yl)benzyl)-5,6-difluoro-3-(piperidin-4-yl)-1,3-dihydro-2H-benzo[d]imidazol-2-one